C(C)(C)(C)OC(=O)N(CC(=O)OCC)[C@@H](C)C1=C(C(=CC(=C1)F)Cl)COC1=CC=C(C=C1)OC (s)-ethyl 2-(tert-butoxycarbonyl(1-(3-chloro-5-fluoro-2-((4-methoxy-phenoxy) methyl)phenyl)ethyl)amino)acetate